C(C)(C)(C)OC(=O)N1C[C@H](CC1(C)C)CCC(NC1=NC(=CC=C1)S(N)(=O)=O)C=1CCN(CC1)C(=O)OCC1=CC=CC=C1 benzyl 4-[3-[(3S)-1-tert-butoxy carbonyl-5,5-dimethyl-pyrrolidin-3-yl]-1-[(6-sulfamoyl-2-pyridyl)amino]propyl]-3,6-dihydro-2H-pyridine-1-carboxylate